6-tert-butyl-9-[1-(1-ethoxy-1-oxopropan-2-yl)-6-oxo-1,6-dihydropyridin-3-yl]-10-methoxy-2-oxo-6,7-dihydro-2H-pyrido[2,1-a]isoquinoline-3-carboxylic acid ethyl ester C(C)OC(=O)C=1C(C=C2N(C(CC3=CC(=C(C=C23)OC)C2=CN(C(C=C2)=O)C(C(=O)OCC)C)C(C)(C)C)C1)=O